3,5-dinitro-N-(4'-bromophenyl)benzamide [N+](=O)([O-])C=1C=C(C(=O)NC2=CC=C(C=C2)Br)C=C(C1)[N+](=O)[O-]